CCCCC1C2=CC=CC=C2C(=O)O1 BUTYLPHTHALIDE